adipic acid di-hexyl ester C(CCCCC)OC(CCCCC(=O)OCCCCCC)=O